NCC1=CC(=C(S1)C)C(=N)N 5-(aminomethyl)-2-methylthiophene-3-carboxamidine